ClC=1C=C(C=NC1N1N=CC=N1)NC(=O)C1=C(C=C(C=N1)C=1C=NC=CC1C)C N-(5-chloro-6-(2H-1,2,3-triazol-2-yl)pyridin-3-yl)-4',5-dimethyl-[3,3'-bipyridine]-6-carboxamide